C(#N)C1(NCC1)C 2-cyano-2-methylazetidine